4-((2'S,3S,4'R,5'R)-1-(4-carboxybenzyl)-6-chloro-4'-(3,4-dichlorophenyl)-2'-Neopentylspiro[indoline-3,3'-pyrrolidine]-5'-carboxamido)-3-methoxybenzoic acid C(=O)(O)C1=CC=C(CN2C[C@@]3([C@@H](N[C@H]([C@@H]3C3=CC(=C(C=C3)Cl)Cl)C(=O)NC3=C(C=C(C(=O)O)C=C3)OC)CC(C)(C)C)C3=CC=C(C=C23)Cl)C=C1